C\C=C\CCCCC trans-2-Octen